C(#N)C1=C(C=C(C=C1)NC(=O)C1(CCCC1)N1N=CC(=C1)C#CC1CN(C1)C=1C=C2C(N(C(C2=CC1)=O)C1C(NC(CC1)=O)=O)=O)C(F)(F)F N-(4-cyano-3-(trifluoromethyl)phenyl)-1-(4-((1-(2-(2,6-dioxopiperidin-3-yl)-1,3-dioxoisoindoline-5-yl)azetidin-3-yl)ethynyl)-1H-pyrazol-1-yl)cyclopentane-1-carboxamide